C1=CC=CC=2C3=CC=CC=C3N(C12)C1=CC=C(C=C1)C=1C=2C(OC1C1=CC=CC=C1)=CC1=C(OC(=C1C1=CC=C(C=C1)N1C3=CC=CC=C3C=3C=CC=CC13)C1=CC=CC=C1)C2 3,7-bis[4-(9H-carbazol-9-yl)phenyl]-2,6-diphenylbenzo[1,2-b:4,5-b']difuran